C(C)C1(CNC1)O 3-ethyl-3-hydroxyazetidine